5,7-dichloro-4-quinolyl 4-fluorophenyl ether FC1=CC=C(C=C1)OC1=CC=NC2=CC(=CC(=C12)Cl)Cl